6-Bromo-2,8-dimethylimidazo[1,2-a]pyrazine BrC=1N=C(C=2N(C1)C=C(N2)C)C